Silicon Phthalocyanine Dihydroxide C1=CC=C2C(=C1)C3=NC4=C5C=CC=CC5=C6N4[Si](N7C(=NC2=N3)C8=CC=CC=C8C7=NC9=NC(=N6)C1=CC=CC=C19)(O)O